5-(2,5-dihydrofuran-3-yl)picolinaldehyde O1CC(=CC1)C=1C=CC(=NC1)C=O